tert-Butyl 4-(4-amino-8-fluoro-6,7-dimethoxyquinazolin-2-yl)-3,6-dihydropyridine-1(2H)-carboxylate NC1=NC(=NC2=C(C(=C(C=C12)OC)OC)F)C=1CCN(CC1)C(=O)OC(C)(C)C